S(=O)(=O)(OCCCCCCCCCCCC)[O-] monododecyl sulfate